Methacrylic Acid methyl-methacrylate 2-[[3,5-bis(1,1-dimethylethyl)-4-hydroxyphenyl]methyl]-2-butylpropanedioate CC(C)(C)C=1C=C(C=C(C1O)C(C)(C)C)CC(C(=O)O)(C(=O)O)CCCC.COC(C(=C)C)=O.C(C(=C)C)(=O)O